3-cyanocyclobutyl 1-(2-(1-(6-methoxy-3,4-dihydro-2H-benzo[b][1,4]oxazin-7-yl)-6-(pyrazolo[1,5-a]pyrimidin-3-yl)-1H-pyrazolo[4,3-c]pyridine-3-carboxamido)ethyl)piperidine-4-carboxylate COC1=CC2=C(OCCN2)C=C1N1N=C(C=2C=NC(=CC21)C=2C=NN1C2N=CC=C1)C(=O)NCCN1CCC(CC1)C(=O)OC1CC(C1)C#N